(1S,3R)-3-(3-{[(2-methyl-1,3-oxazol-5-yl)acetyl]-amino}-1H-pyrazol-5-yl)cyclopentyl propyl-carbamate C(CC)NC(O[C@@H]1C[C@@H](CC1)C1=CC(=NN1)NC(CC1=CN=C(O1)C)=O)=O